O1CC(=CC=C1)C(=O)N Pyran-3-carboxamide